N-(tert-butoxycarbonyl)-N,β,β,1-tetramethyl-L-tryptophyl-N-[(3S,4E)-6-ethoxy-2,5-dimethyl-6-oxohex-4-en-3-yl]-N,3-dimethyl-L-valinamide C(C)(C)(C)OC(=O)N([C@@H](C(C1=CN(C2=CC=CC=C12)C)(C)C)C(=O)N[C@@H](C(C)(C)C)C(=O)N(C)[C@@H](C(C)C)\C=C(\C(=O)OCC)/C)C